(1-Hexadecyl)trimethyl-ammonium bromide [Br-].C(CCCCCCCCCCCCCCC)[N+](C)(C)C